C(C)(C)(C)OC(=O)N1CCN(CC1)C1=NC=C(C=N1)C(C1=CC=C(C=C1)F)=O 4-[5-(4-fluorobenzoyl)pyrimidin-2-yl]piperazine-1-carboxylic acid tert-butyl ester